5-bromo-2,4-difluoronitrobenzene C1=C(C(=CC(=C1Br)F)F)[N+](=O)[O-]